CC1=C2CCC3=C2C(=CC4=C3C5C(O5)C6=CC=CC=C64)C=C1 The molecule is an organic heterohexacyclic compound that is 3-methylcholanthrene which has undergone epoxidation by the formal 1,2-addition of an oxygen atom to the double bond at the 11-12 position. It has a role as a mutagen. It is an epoxide and an organic heterohexacyclic compound. It derives from a 3-methylcholanthrene.